((4-(difluoromethoxy)phenyl)sulfonyl)-1-oxa-8-azaspiro[4.5]decan-3-one FC(OC1=CC=C(C=C1)S(=O)(=O)C1OC2(CC1=O)CCNCC2)F